N-((5-bromopyridin-2-yl)methyl)-1-(2-(p-tolyl)-2H-pyrazolo[3,4-d]pyrimidin-4-yl)piperidine-3-carboxamide BrC=1C=CC(=NC1)CNC(=O)C1CN(CCC1)C=1C=2C(N=CN1)=NN(C2)C2=CC=C(C=C2)C